FC1=C(C(=NC(=N1)C=1N=NN(C1C(F)(F)F)C)OC)C(F)(F)F 6-fluoro-4-methoxy-2-[1-methyl-5-(trifluoromethyl)-1H-1,2,3-triazol-4-yl]-5-(trifluoromethyl)pyrimidine